C(C)(C)(C)OC(=O)N1CC(CC1)C(=O)O 1-(tert-butoxycarbonyl)-3-pyrrolidinecarboxylic acid